4-((3-methyl-5-(1,3,5-trimethyl-1H-pyrazolo[4,3-d]pyrimidin-7-yl)-4,5,6,7-tetrahydro-1H-pyrazolo[4,3-c]pyridin-1-yl)methyl)-N,N-bis(trideuteromethyl)bicyclo[2.2.2]octan-1-amine CC1=NN(C2=C1CN(CC2)C=2C1=C(N=C(N2)C)C(=NN1C)C)CC12CCC(CC1)(CC2)N(C([2H])([2H])[2H])C([2H])([2H])[2H]